C(=C)S(=O)(=O)C=CS(=O)(=O)C=C 1,2-bis(vinylsulfonyl)ethaneN